FC1=CC=CC2=C1N1N(C(C(C1)(C)C)=O)C21C(N(C(C1)=O)C)=O 5-Fluoro-1',2,2-trimethyl-2,3-dihydro-1H-spiro[pyrazolo[1,2-a]indazole-9,3'-pyrrolidine]-1,2',5'-trione